N-(4-(4-amino-1-(tetrahydro-2H-pyran-4-yl)-1H-pyrazolo[3,4-d]pyrimidin-3-yl)phenyl)-5-(4-chlorophenyl)-1-isopropyl-4-oxo-1,4-dihydropyridazine-3-carboxamide NC1=C2C(=NC=N1)N(N=C2C2=CC=C(C=C2)NC(=O)C2=NN(C=C(C2=O)C2=CC=C(C=C2)Cl)C(C)C)C2CCOCC2